BrC=1C=C2N(C(C=3N(C2=CC1)C=CC3)=O)CCCC(N3CCCC3)=O 7-bromo-5-(4-oxo-4-(pyrrolidin-1-yl)butyl)pyrrolo[1,2-a]quinoxalin-4(5H)-one